ClC=1C=C(C=C(C1N1N=CC(=C1)C(F)(F)F)S(N)(=O)=O)CC(=O)N 3-chloro-5-sulfamoyl-4-[4-(trifluoromethyl)-1H-Pyrazol-1-yl]Phenyl-acetamide